4-(5-phenyl-2H-tetrazol-2-yl)-benzoic acid C1(=CC=CC=C1)C=1N=NN(N1)C1=CC=C(C(=O)O)C=C1